Tetrahydrofurazan O1NCCN1